FC=1C=CC(=C(C1)C1=C(C=CC=C1)C(C)C)OC=1C(=NC=NC1)N1CC2(CCN(C2)C(=O)OC(C)(C)C)CC1 tert-butyl 7-(5-((5-fluoro-2'-isopropyl-[1,1'-biphenyl]-2-yl)oxy)pyrimidin-4-yl)-2,7-diazaspiro[4.4]nonane-2-carboxylate